N-(4-Fluorophenyl)-2-[1-(2-methyl-1,3-oxazol-4-carbonyl)-1,2,3,4-tetrahydrochinolin-6-yl]propanamid FC1=CC=C(C=C1)NC(C(C)C=1C=C2CCCN(C2=CC1)C(=O)C=1N=C(OC1)C)=O